BrC1=CC(=C(C=C1F)C=1N=C2N(C=CC(=C2)C)C1C[C@H]1CN(CCO1)C(=O)OC(C)(C)C)Cl tert-butyl (S)-2-((2-(4-bromo-2-chloro-5-fluorophenyl)-7-methylimidazo[1,2-a]pyridin-3-yl)methyl)morpholine-4-carboxylate